3-(4-chlorophenyl)-1-[(4-methoxyphenyl)methyl]pyrazolo[4,3-d]pyrimidine-5-carbonitrile ClC1=CC=C(C=C1)C1=NN(C2=C1N=C(N=C2)C#N)CC2=CC=C(C=C2)OC